CC(C(CC(O)C1=CC=CC=C1)O)C 4-methyl-1-phenylpentane-1,3-diol